7-(piperazin-1-yl)-9,10-dihydro-4H-benzo[d]pyrazolo[1,5-a][1,3]diazepine-3-carboxamide N1(CCNCC1)C1=CC2=C(NC=3N(CC2)N=CC3C(=O)N)C=C1